C(#N)C=1C=C(C=C(C1)C=1CCN(CC1)C)C=1C=C2C(=NN(C2=CC1)C(C)C)COC1=C(C=CC=C1)CC(=O)OCC ethyl 2-(2-((5-(3-cyano-5-(1-methyl-1,2,3,6-tetrahydropyridin-4-yl)phenyl)-1-isopropyl-1H-indazol-3-yl)methoxy)phenyl)acetate